C1(=CC=CC=C1)C1=NOC(C1)=O 3-phenylisoxazol-5(4H)-one